C(C)(C)(C)OC(=O)N1CC2(C1)CC(C2)CC=2C=NC=1N(C2)C=C(N1)C(F)(F)F 6-[[2-(trifluoromethyl)imidazo[1,2-a]pyrimidin-6-yl]methyl]-2-azaspiro[3.3]heptane-2-carboxylic acid tert-butyl ester